6-fluoro-1-methyl-5-(6-((1-methylcyclopropyl)ethynyl)-2,3,4,5-tetrahydro-1H-pyrido[3,4-b]azepin-1-yl)-[1,2,4]triazolo[4,3-a]quinazoline FC1=C2C(=NC=3N(C2=CC=C1)C(=NN3)C)N3C1=C(CCCC3)C(=CN=C1)C#CC1(CC1)C